(R)-1-(1-(azetidine-3-carbonyl)piperidin-3-yl)-3-((5-chloro-1H-indol-2-yl)methyl)-1-methylurea N1CC(C1)C(=O)N1C[C@@H](CCC1)N(C(=O)NCC=1NC2=CC=C(C=C2C1)Cl)C